FC1(CC=C(CC1)[C@@H]1NC[C@H](CC1)C)F |r| rac-(2R,5S)-2-(4,4-difluorocyclohexen-1-yl)-5-methyl-piperidine